4-Fluoro-N-(4-fluoro-5-(2-morpholinopyrimidin-5-yl)-2-(cis-3,4,5-trimethylpiperazin-1-yl)phenyl)-5-nitro-2-(trifluoromethyl)benzamide FC1=CC(=C(C(=O)NC2=C(C=C(C(=C2)C=2C=NC(=NC2)N2CCOCC2)F)N2C[C@H](N([C@H](C2)C)C)C)C=C1[N+](=O)[O-])C(F)(F)F